(1-methyl-1H-imidazole-5-carboxamido)-7-oxohept-2-enoate CN1C=NC=C1C(=O)NC(C(=O)[O-])=CCCCC=O